CC1=CC2=C(S1(=O)=O)C=CC=C2 2-methylbenzo[b]thiophene 1,1-dioxide